1-methyl-N-(6-(N-(phenylsulfonyl)phenylsulfonylamino)benzo[d]thiazol-2-yl)piperidine-4-carboxamide methyl-2-chloro-6-formyl-5-nitropyridine-3-carboxylate COC(=O)C=1C(=NC(=C(C1)[N+](=O)[O-])C=O)Cl.CN1CCC(CC1)C(=O)NC=1SC2=C(N1)C=CC(=C2)N(S(=O)(=O)C2=CC=CC=C2)S(=O)(=O)C2=CC=CC=C2